4-[4-(2-tert-butyl-4-methylphenoxy)-3-methoxyphenyl]-2H,6H,7H-pyrazolo[3,4-b]pyridin-6-one C(C)(C)(C)C1=C(OC2=C(C=C(C=C2)C=2C=3C(NC(C2)=O)=NNC3)OC)C=CC(=C1)C